CC=1C(=NC(=NC1)NC1=CC=NN1C)C=1N=C(OC1)C(=O)NCCC1=NC=CC=C1 4-(5-methyl-2-((1-methyl-1H-pyrazol-5-yl)amino)pyrimidin-4-yl)-N-(2-(pyridin-2-yl)ethyl)oxazole-2-carboxamide